2-amino-3-methyl-N-((5-methyl-2-pyrazinyl)methyl)-N-((5-(trifluoromethyl)-2-pyridinyl)methyl)-6-quinolinecarboxamide NC1=NC2=CC=C(C=C2C=C1C)C(=O)N(CC1=NC=C(C=C1)C(F)(F)F)CC1=NC=C(N=C1)C